1-benzyl-3-((2,2,2-trifluoroethyl)imino)-1H-indol-2-one C(C1=CC=CC=C1)N1C(C(C2=CC=CC=C12)=NCC(F)(F)F)=O